CC1=CC=C(C=C1)[N+]#N p-toluenediazonium